COCC(=O)C 1-Methoxyacetone